(anthraquinone-2-sulfonic acid) sodium salt [Na+].C1=C(C=CC=2C(C3=CC=CC=C3C(C12)=O)=O)S(=O)(=O)[O-]